N-(3,4-dichlorophenyl)-2-(4-(p-tolyl)-1H-1,2,3-triazol-1-yl)acetamide ClC=1C=C(C=CC1Cl)NC(CN1N=NC(=C1)C1=CC=C(C=C1)C)=O